CC1(CC=C(CC1)CCC=C(C)C)C=O 1-methyl-4-(4-methyl-3-pentenyl)-3-cyclohexene-1-carbaldehyde